tert-butyl (6-((4-(3,5-dimethyl-4-(2,2,2-trifluoroethyl) piperazin-1-yl)-3-fluoro-phenyl)amino)spiro[3.3]heptan-2-yl)carbamate CC1CN(CC(N1CC(F)(F)F)C)C1=C(C=C(C=C1)NC1CC2(CC(C2)NC(OC(C)(C)C)=O)C1)F